NC=1N=C(C=C2C=C(N=CC12)NC(=O)[C@H]1[C@@H](C1)C)Cl |r| (±)-trans-N-(8-amino-6-chloro-2,7-naphthyridin-3-yl)-2-methylcyclopropanecarboxamide